CSC1=C(C=CC=C1)N1C(C=CC1=O)=O 1-(2-methylthiophenyl)-1H-pyrrole-2,5-dione